5-bromo-4-fluoro-3H-isobenzofuran-1-one BrC=1C(=C2COC(C2=CC1)=O)F